tert-butyl (5-(hydroxymethyl)pyridin-2-yl)carbamate OCC=1C=CC(=NC1)NC(OC(C)(C)C)=O